(((2R)-1-acetyl-4-(4-(difluoromethoxy)-3-ethoxyphenyl)pyrrolidine-2-carboxamido)methyl)-N-(4,4-difluorocyclohexyl)-N-methylpyridineamide C(C)(=O)N1[C@H](CC(C1)C1=CC(=C(C=C1)OC(F)F)OCC)C(=O)NCC=1C(=NC=CC1)C(=O)N(C)C1CCC(CC1)(F)F